N1C=CC2=C1N=CC=C2C(=O)N2CCC1(C(C1)CNC(=O)C1=CC=3C(=CN=CC3)O1)CC2 N-[[6-(1H-pyrrolo[2,3-b]pyridine-4-carbonyl)-6-azaspiro[2.5]octan-2-yl]methyl]furo[2,3-c]pyridine-2-carboxamide